8-methyl-6-(3-methylazetidin-3-yl)-7H,8H-pyrido[2,3-d]Pyrimidin-7-one CN1C(C(=CC2=C1N=CN=C2)C2(CNC2)C)=O